BrCC#CC1=C(C=C(C=C1)Cl)C1=C2C(=NC=C1)C(=CS2)C(=O)NS(=O)(=O)C 7-(2-(3-Bromoprop-1-yn-1-yl)-5-chlorophenyl)-N-(methylsulfonyl)thieno[3,2-b]pyridine-3-carboxamide